5-(5-amino-2-methylphenyl)-3-morpholinopyridin-2(1H)-one NC=1C=CC(=C(C1)C=1C=C(C(NC1)=O)N1CCOCC1)C